ClC1=C(C(=CC=C1)Cl)C=1C2=CC=C(N2)C(=C2C=CC(C(=C3C=CC(=C(C=4C=CC1N4)C4=C(C=CC=C4Cl)Cl)N3)C3=C(C=CC=C3Cl)Cl)=N2)C2=C(C=CC=C2Cl)Cl 5,10,15,20-tetra(2,6-dichlorophenyl)porphine